5,7-dioxo-4,5,6,7-tetrahydrothieno[3,2-b]pyridine-6-carboxylic acid O=C1C(C(C2=C(N1)C=CS2)=O)C(=O)O